(S)-2-((R)-2,4-dimethylpiperazin-1-yl)-N-(3-(2-((2-fluoro-3-(methylsulfonyl)phenyl)amino)-5-methylpyrimidin-4-yl)-1H-indol-7-yl)butanamide C[C@H]1N(CCN(C1)C)[C@H](C(=O)NC=1C=CC=C2C(=CNC12)C1=NC(=NC=C1C)NC1=C(C(=CC=C1)S(=O)(=O)C)F)CC